tert-butyl[1-(aminomethyl)cyclopropyl]carbamate C(C)(C)(C)OC(NC1(CC1)CN)=O